Cl.NC[C@H](CCl)O (2R)-1-amino-3-chloropropan-2-ol hydrochloride